tert-butyl 8-chloro-7-(2-{[4-(methanesulfonylmethyl)-3-methylphenyl]amino}-5H,6H,7H,8H-pyrido[3,4-d]pyrimidin-7-yl)-1H,2H,3H-pyrido[2,3-b][1,4]oxazine-1-carboxylate ClC1=C(C=NC=2OCCN(C21)C(=O)OC(C)(C)C)N2CC=1N=C(N=CC1CC2)NC2=CC(=C(C=C2)CS(=O)(=O)C)C